NC=1C2=C(N=CN1)N(C(=C2C2=CC(=C(C=C2)Cl)OC)C#CC2CN(C2)[C@H]2[C@H](CN(CC2)C(C=C)=O)O)CCOC 1-((3S,4R)-4-(3-((4-amino-5-(4-chloro-3-methoxyphenyl)-7-(2-methoxyethyl)-7H-pyrrolo[2,3-d]pyrimidin-6-yl)ethynyl)azetidin-1-yl)-3-hydroxypiperidin-1-yl)prop-2-en-1-one